FC(C(=O)O)(F)F.FC1=CC=CC=2C(COC21)NC 7-fluoro-N-methyl-2,3-dihydrobenzofuran-3-amine trifluoroacetate